CC1CC(CC(C1)C)[SiH](OC)OC 3,5-dimethylcyclohexyldimethoxysilane